6-(3-Methylimidazo[4,5-c]pyridin-7-yl)-3-(4-morpholinoanilino)-5-(trifluoromethyl)pyrazin-2-carboxamid CN1C=NC2=C1C=NC=C2C2=C(N=C(C(=N2)C(=O)N)NC2=CC=C(C=C2)N2CCOCC2)C(F)(F)F